(4-nitrophenyl) [(1S,2S)-2-(2-pyridyldisulfanyl)cyclohexyl] carbonate C(OC1=CC=C(C=C1)[N+](=O)[O-])(O[C@@H]1[C@H](CCCC1)SSC1=NC=CC=C1)=O